ClC=1C=CC(=C(C(=O)O)C1)NC1=C(C=NC2=CC=C(C=C12)Cl)C1CNCC1 5-chloro-2-((6-chloro-3-(pyrrolidin-3-yl)quinolin-4-yl)amino)benzoic acid